1-(2-chlorophenyl)cyclobutan-1-amine ClC1=C(C=CC=C1)C1(CCC1)N